ClC1=C(C=CC2=C1C(=NCC=1N2C=NN1)C1=C(C=CC(=C1)OC)F)C(F)(F)F 7-chloro-6-(2-fluoro-5-methoxy-phenyl)-8-(trifluoromethyl)-4H-[1,2,4]triazolo[4,3-a][1,4]benzodiazepine